(R)-((2-(4-fluoro-2-methyl-1H-benzo[d]imidazol-1-yl)-6-(3-methylmorpholino)pyrimidin-4-yl)imino)dimethyl-λ6-sulfanone FC1=CC=CC=2N(C(=NC21)C)C2=NC(=CC(=N2)N=S(=O)(C)C)N2[C@@H](COCC2)C